6-methoxyisoquinolin-1(2H)-one COC=1C=C2C=CNC(C2=CC1)=O